C(CC)(=O)OCCC1=CC=CC=C1 Phenylethyl Propionate